rel-5-[[2-[(2S,5R)-2-(6-Isoquinolyl)-5-methyl-1-piperidyl]-2-oxo-acetyl]amino]-2-methoxy-pyridine-3-carboxamide C1=NC=CC2=CC(=CC=C12)[C@H]1N(C[C@@H](CC1)C)C(C(=O)NC=1C=C(C(=NC1)OC)C(=O)N)=O |o1:10,13|